N-(1-methylindazol-7-yl)-6-(2-methylpyrimidin-5-yl)pyridine-3-sulfonamide CN1N=CC2=CC=CC(=C12)NS(=O)(=O)C=1C=NC(=CC1)C=1C=NC(=NC1)C